[Li].OC=1C=CC=C2C=CC=NC12 8-hydroxylquinoline lithium